C(C=C)(=O)N1[C@@H](C[C@H](CC1)N1C=NC=2C(=NC=3C(=C(C(=CC3C21)Cl)C2=C(C=CC1=CC=CC=C21)OC)F)N2CC(C2)N(C)C)CC#N 2-((2S,4S)-1-acryloyl-4-(8-chloro-4-(3-(dimethylamino)azetidin-1-yl)-6-fluoro-7-(2-methoxynaphthalen-1-yl)-1H-imidazo[4,5-c]quinolin-1-yl)piperidin-2-yl)acetonitrile